NCCCCN 1,4-Diamino-n-butan